C(C)(C)(C)N(C(O)=O)CCCCCN1C(C=CC1=O)=O.O=C1CC(CN1)C(=O)NCC1=CC=C(C=C1)NC=1C=NC(=NC1)N1CCC(CC1)CCC 5-Oxo-N-(4-((2-(4-propylpiperidin-1-yl)pyrimidin-5-yl)amino)benzyl)pyrrolidine-3-carboxamide tert-Butyl-(5-(2,5-dioxo-2,5-dihydro-1H-pyrrol-1-yl)pentyl)carbamate